dimethyl-N,N-dibutylaminopropionic acid amide CC(C(=O)N(NCCCC)NCCCC)(C)C